7,8-epoxy-2-methyl-17-octadecene CC(C)CCCCC1C(CCCCCCCCC=C)O1